2-[7-isopropyl-(methyl-amino)-4-oxo-pyrazolo[1,5-d][1,2,4]triazin-5-yl]-N-methyl-acetamide C(C)(C)C1=NN(C(C=2N1N=C(C2)NC)=O)CC(=O)NC